6-(tert-Butoxycarbonyl)-4,5,6,7-tetrahydrothieno[2,3-c]pyridine-2-carboxylic acid C(C)(C)(C)OC(=O)N1CC2=C(CC1)C=C(S2)C(=O)O